N-tert-butyl-1-{8-[3-(trifluoromethyl)-1,2,4-oxadiazol-5-yl]-8-azabicyclo[3.2.1]octan-3-yl}piperidine-4-carboxamide monohydrochloride Cl.C(C)(C)(C)NC(=O)C1CCN(CC1)C1CC2CCC(C1)N2C2=NC(=NO2)C(F)(F)F